N-{[3-(4-{[(3S,4R)-1-tert-butyl-3-fluoropiperidin-4-yl]amino}-1-(2,2,2-trifluoroethyl)-1H-indol-2-yl)-1,2,4-oxadiazol-5-yl]methyl}-1-methyl-1H-pyrazole-4-carboxamide C(C)(C)(C)N1C[C@@H]([C@@H](CC1)NC1=C2C=C(N(C2=CC=C1)CC(F)(F)F)C1=NOC(=N1)CNC(=O)C=1C=NN(C1)C)F